N-(3-cyano-4-methyl-6-phenylpyridin-2-yl)cyanamide C(#N)C=1C(=NC(=CC1C)C1=CC=CC=C1)NC#N